tert-butyl ((2r,5r)-2-(2-((4-cyanophenyl)amino)ethyl)-1,3-dioxan-5-yl)carbamate C(#N)C1=CC=C(C=C1)NCCC1OCC(CO1)NC(OC(C)(C)C)=O